COC=1C=C2C=CC(=CC2=CC1)[C@@H](C(=O)N1C=CC2=C1N=CN=C2N2C[C@]1([C@H](CN1C(CC#N)=O)C)CC2)C 3-((3S,4R)-6-(7-((S)-2-(6-methoxynaphthalen-2-yl)propanoyl)-7H-pyrrolo[2,3-d]pyrimidin-4-yl)-3-methyl-1,6-diazaspiro[3.4]octan-1-yl)-3-oxopropanenitrile